(6bS,10aR)-8-(2-methoxyphenethyl)-1,2,6b,7,8,9,10,10a-octahydro-[1,4]oxazino[2,3,4-hi]pyrido[4,3-b]indole COC1=C(CCN2C[C@H]3[C@H](N4C5=C(C=CC=C35)OCC4)CC2)C=CC=C1